tert-butyl 8-(5-(1-((benzyloxy)carbonyl)-1,2,3,6-tetrahydropyridin-4-yl)pyrimidin-2-yl)-3,8-diazabicyclo[3.2.1]octane-3-carboxylate C(C1=CC=CC=C1)OC(=O)N1CCC(=CC1)C=1C=NC(=NC1)N1C2CN(CC1CC2)C(=O)OC(C)(C)C